N(C1=CC=CC=C1)CCCC(=O)N1CCN(CC1)C1=NC=C(C=N1)C(F)(F)F 4-anilino-1-[4-[5-(trifluoromethyl)pyrimidin-2-yl]piperazin-1-yl]butan-1-one